(N-((4-(4-bromophenyl)bicyclo[2.2.2]oct-1-yl)methyl)cyclohexanecarboxamide) 3,4-dihydronaphthalene-2-carboxylate C1=C(CCC2=CC=CC=C12)C(=O)O.BrC1=CC=C(C=C1)C12CCC(CC1)(CC2)CNC(=O)C2CCCCC2